CN1N=C(C2=C1C=NN(C2=O)CC(=O)N[C@@H](C)C2=CC=C(C=C2)C(F)(F)F)C(F)(F)F (S)-2-(1-Methyl-4-oxo-3-(trifluoromethyl)-1,4-dihydro-5H-pyrazolo[3,4-d]pyridazin-5-yl)-N-(1-(4-(trifluoromethyl)phenyl)ethyl)acetamid